NC1=CC=C2C(=CC(NC2=C1)=O)C 7-amino-4-methylquinolin-2(1H)-one